C(C1=CC=CC=C1)OC1=CC=C2C(=CC(OC2=C1)=O)OC1=CC=C2C=CC(OC2=C1)(C)C 7-benzyloxy-4-(2,2-dimethyl-chromen-7-oxy)-2H-chromen-2-one